3-(trifluoromethyl)oxetan-3-yl 4-(3-(3-fluoro-4-(2-oxo-2-(4-((2S,3R,4R,5R)-2,3,4,5,6-pentahydroxyhexyl)piperazin-1-yl)ethyl)phenoxy)propyl)piperidine-1-carboxylate FC=1C=C(OCCCC2CCN(CC2)C(=O)OC2(COC2)C(F)(F)F)C=CC1CC(N1CCN(CC1)C[C@@H]([C@H]([C@@H]([C@@H](CO)O)O)O)O)=O